2-[(2S)-2-[[4-amino-3-(2-fluoro-4-phenoxy-phenyl)pyrazolo[3,4-d]pyrimidin-1-yl]methyl]-pyrrolidine-1-carbonyl]-3-(3-methyloxetan-3-yl)prop-2-enenitrile NC1=C2C(=NC=N1)N(N=C2C2=C(C=C(C=C2)OC2=CC=CC=C2)F)C[C@H]2N(CCC2)C(=O)C(C#N)=CC2(COC2)C